CC1CC2N(C(C1)C2)C(=O)NC2=CC(=C(C=C2)C)C2=NC=CC=C2C 3-methyl-N-(4-methyl-3-(3-methylpyridin-2-yl)phenyl)-6-azabicyclo[3.1.1]heptane-6-carboxamide